FC1=C(C=C(C=C1)F)C1N(CCC1)C1=CC(=CC(N1)=O)N1[C@@H](COCC1)C 6-[2-(2,5-difluorophenyl)pyrrolidin-1-yl]-4-[(3R)-3-methylmorpholin-4-yl]-1H-pyridin-2-one